(5'R*)-4'-(4-methoxybenzyl)-5'-methyl-4',5'-dihydro-3'H-spiro[cyclopropane-1,2'-pyrido[2,3-f][1,4]oxazepin]-7'-ol COC1=CC=C(CN2CC3(OC4=C([C@H]2C)N=C(C=C4)O)CC3)C=C1 |o1:13|